C(CCCCCCCCCCC)(=O)N[C@@H](CC(=O)O)C(=O)O.C(CCCCC)C(CCCCCCCCC)O hexyl-decanol lauroyl-aspartate